(3-hydroxypropyl)-1,3-dimethyl-1,3-diethyldisiloxane OCCC[Si](O[SiH](CC)C)(CC)C